4-chloro-5,6,7,8-tetrahydrobenzo[4,5]thieno[2,3-d]pyrimidine ClC=1C2=C(N=CN1)SC1=C2CCCC1